N1C(=NC=C1)[B-](C=1NC=CN1)(C=1NC=CN1)C=1NC=CN1 tetraimidazolylborate